C(C)(C)(C)OC(=O)N1[C@H]2C[C@H](C[C@@H]1C(C2)(F)F)N(C)C=2N=NC(=CC2)Cl |r| (±)-(1S,3R,5R)-3-((6-chloropyridazin-3-yl)(methyl)amino)-6,6-difluoro-8-azabicyclo[3.2.1]Octane-8-carboxylic acid tert-butyl ester